C(C)(=O)N1CCN(CC1)C1=C(C(=O)NCC2CC2)C=C(C=C1)NCC1=CC(=C(C=C1)OC)F 2-(4-acetylpiperazin-1-yl)-N-(cyclopropylmethyl)-5-((3-fluoro-4-methoxybenzyl)amino)benzamide